cobalt-iron selenide [Fe]=[Se].[Co]